(S)-2-(3-((2-((2,2-difluoroethyl)amino)pyrimidin-4-yl)oxy)pyrrolidin-1-yl)-N-(3-(2-((1,5-dimethyl-1H-pyrazol-3-yl)amino)-5-methylpyrimidin-4-yl)-1H-indol-7-yl)acetamide FC(CNC1=NC=CC(=N1)O[C@@H]1CN(CC1)CC(=O)NC=1C=CC=C2C(=CNC12)C1=NC(=NC=C1C)NC1=NN(C(=C1)C)C)F